3-(5-Amino-6-(pyrimidin-5-yl)pyrazin-2-yl)-N-(4-cyanobicyclo[2.1.1]hexan-1-yl)-4-(methyl-d3)benzenesulfonamide NC=1N=CC(=NC1C=1C=NC=NC1)C=1C=C(C=CC1C([2H])([2H])[2H])S(=O)(=O)NC12CCC(C1)(C2)C#N